((4-((4-cyanophenyl)amino)-6,7-dihydrothieno[3,2-d]pyrimidin-2-yl)thio)butanoic acid C(#N)C1=CC=C(C=C1)NC=1C2=C(N=C(N1)SC(C(=O)O)CC)CCS2